2-(((1-((1H-Pyrazol-3-yl)methyl)piperidin-4-yl)thio)methyl)-8-methylquinazolin-4(3H)-one N1N=C(C=C1)CN1CCC(CC1)SCC1=NC2=C(C=CC=C2C(N1)=O)C